NC(C(CO[Si](C)(C)C(C)(C)C)(C)NC(=O)C1=C(C=C2C=CC(=CN12)OCC1=CC=CC=C1)C)=O N-(1-amino-3-((tert-butyldimethylsilyl)oxy)-2-methyl-1-oxopropan-2-yl)-6-(benzyloxy)-2-methylindolizine-3-carboxamide